ClC=1C2=CN(N=C2C(=C(C1)C1=CC=C(C=C1)C1CC(C1)CN1CCC(CC1)CO)Cl)C(C(=O)NC=1SC=CN1)C1=C2N(C=N1)C[C@@H](C2)F (4,7-Dichloro-6-(4-(3-((4-(hydroxymethyl)piperidin-1-yl)methyl)cyclobutyl)phenyl)-2H-indazol-2-yl)-2-((R)-6-fluoro-6,7-dihydro-5H-pyrrolo[1,2-c]imidazol-1-yl)-N-(thiazol-2-yl)acetamide